CC(=O)OCC(C(=O)C1=CC(=C(C=C1)OC)OC)OC2=CC=CC=C2OC The molecule is an acetate ester obtained by the formal condensation of the hydroxy group of veratrone with acetic acid. It is an aromatic ketone, a dimethoxybenzene and an acetate ester. It derives from a veratrone.